trihexyl-(methoxymethyl)phosphonium trifluoromethane-sulfonate FC(S(=O)(=O)[O-])(F)F.C(CCCCC)[P+](COC)(CCCCCC)CCCCCC